COC=1C=C(C=CC1)C1(CCC1)NCC(=O)N1CC2CCC(C1)N2C2=NC=C(C#N)C=C2 6-(3-((1-(3-methoxyphenyl)cyclobutyl)glycyl)-3,8-diazabicyclo[3.2.1]octan-8-yl)nicotinonitrile